N-((1r,4r)-4-aminocyclohexyl)-2-(1H-imidazol-1-yl)-6-methyl-pyrimidine-4-carboxamide NC1CCC(CC1)NC(=O)C1=NC(=NC(=C1)C)N1C=NC=C1